F[C@H]1C[C@H](NC1=O)COC1=NC=CC2=CC(=C(C=C12)OC)C(=O)N 1-{[(2s,4s)-4-fluoro-5-oxopyrrolidin-2-yl]methoxy}-7-methoxyisoquinoline-6-carboxamide